N-(3-chlorobenzyl)-10aH-pyrido[3',4':4,5]pyrrolo[3,2-c][1,6]naphthyridin-6-amine ClC=1C=C(CNC2=NC3=CC=NC=C3C=3C2=C2C(N3)C=CN=C2)C=CC1